Methyl 4-((tert-butoxycarbonyl)amino)-7-chloroimidazo[1,5-a]quinoxaline-8-carboxylate C(C)(C)(C)OC(=O)NC=1C=2N(C3=CC(=C(C=C3N1)Cl)C(=O)OC)C=NC2